BrCC1=NN(C2=C1C=NC(=C2)Cl)C(C2=CC=CC=C2)(C2=CC=CC=C2)C2=CC=CC=C2 3-(bromomethyl)-6-chloro-1-trityl-1H-pyrazolo[4,3-c]pyridine